(5aR,5bS,7aS,10aS,10bR,12S,12aS)-2-(4-methylphenyl)-12-hydroxy-5a,7a-dimethyl-4,5,5a,5b,6,7,7a,9,10,10a,10b,11,12,12a-tetradecahydro-8H-cyclopenta[7,8]phenanthro[2,1-d]thiazol-8-one CC1=CC=C(C=C1)C=1SC2=C(N1)CC[C@@]1([C@H]3CC[C@]4([C@H]([C@@H]3C[C@@H]([C@H]12)O)CCC4=O)C)C